FC=1C=C(CNCCCCOCCNC2=C3C=NNC3=CC(=C2)C2=NC(NC=C2)=O)C=C(C1OC(F)(F)F)F 4-(4-((2-(4-((3,5-difluoro-4-(trifluoromethoxy)benzyl)amino)butoxy)ethyl)amino)-1H-indazol-6-yl)pyrimidin-2(1H)-one